ClC=1C=C2C=C(NC2=CC1OCC1=CC(=NS1)C)CNC(=O)C1(CC1)C N-((5-chloro-6-((3-methylisothiazol-5-yl)methoxy)-1H-indol-2-yl)methyl)-1-methylcyclopropane-1-carboxamide